ClC1=C(C[C@@H]2[C@H](OC(O2)(CC)CC)CO)C=CC=C1 ((4R,5R)-5-(2-chlorobenzyl)-2,2-diethyl-1,3-dioxolan-4-yl)methanol